bis(2,6-dimethylbenzoyl)(2,4,6-trimethylbenzoyl)phosphine oxide CC1=C(C(=O)P(C(C2=C(C=C(C=C2C)C)C)=O)(C(C2=C(C=CC=C2C)C)=O)=O)C(=CC=C1)C